N1C=C(C=2C1=NC=CC2)C2=CC=1N(C=C2)N=CC1C(=O)N1C2CN(CC1CC2)C (5-(1H-Pyrrolo[2,3-b]pyridin-3-yl)pyrazolo[1,5-a]pyridin-3-yl)(3-methyl-3,8-diazabicyclo[3.2.1]octan-8-yl)methanone